pyrido[1,2-b]isoquinoline-1-carboxylate C=1(C=CCN2C=C3C=CC=CC3=CC21)C(=O)[O-]